ClC=1C(N(N=CC1NC[C@]1(COCCC1)F)C1=CC=C(C=C1)N(C=1N=NC(=CC1)F)CC)=O 4-chloro-2-[4-[ethyl-(6-fluoropyridazin-3-yl)amino]phenyl]-5-[[(3R)-3-fluorotetrahydropyran-3-yl]methylamino]pyridazine-3-one